BrC1=CC=C(C(=C1C=O)F)Cl 6-bromo-3-chloro-2-fluorobenzene-1-carbaldehyde